5-fluoro-2-((3S,4S,5R)-4-fluoro-3,5-dimethylpiperidin-1-yl)-6-((1-methyl-2-oxo-3-(((R)-2-oxooxazolidin-5-yl)methyl)-2,3-dihydro-1H-benzo[d]imidazol-5-yl)amino)nicotinonitrile FC=1C(=NC(=C(C#N)C1)N1C[C@@H](C([C@@H](C1)C)F)C)NC1=CC2=C(N(C(N2C[C@H]2CNC(O2)=O)=O)C)C=C1